C(Cl)(Cl)Cl anti-chloroform